FC1(CCN(CCC1)C1=NC2=CC(=C(C=C2C=C1C(=O)O)F)F)F (4,4-Difluoroazepan-1-yl)-6,7-difluoroquinolin-3-carboxylic acid